FC(C1=CC2=C(N=C(S2)NC=2C=C(C(=O)NC3CNCC3)C=CN2)C=C1)(F)F 2-((6-trifluoromethylbenzo[d]thiazol-2-yl)amino)-N-(pyrrolidin-3-yl)isonicotinamide